FC1=CC(=CC=2N=CSC21)NC2=CC=NC1=CC=C(C=C21)C2=C(C=C(C=C2)CN2CCN(CC2)C)F 7-fluoro-N-(6-(2-fluoro-4-((4-methylpiperazin-1-yl)methyl)phenyl)quinolin-4-yl)benzo[d]thiazol-5-amine